OCC1OCOC1 4-hydroxymethyldioxolane